methyl ((S)-2-((3-cyano-5-fluorobenzyl)oxy)hexadecyl) hydrogen phosphate P(=O)(OC)(OC[C@H](CCCCCCCCCCCCCC)OCC1=CC(=CC(=C1)F)C#N)O